C1(=CC=CC2=CC=CC=C12)C1=C(C=CC=C1)B(O)O (2-(naphthalen-1-yl)phenyl)boronic acid